3-amino-1,2,4-oxadiazol-5(2H)-one NC=1NOC(N1)=O